potassium stearyl sarcosinate N(C)CC(=O)OCCCCCCCCCCCCCCCCCC.[K]